3-Hydroxycitronellal CC(=CCCC(C)(CC=O)O)C